FC(C(C)C=1C=NC=C2C=CC=NC12)(F)F 8-(1,1,1-trifluoropropan-2-yl)-1,6-naphthyridin